F[C@@H]1[C@H](C1)C1=NOC(=N1)C=1C=CC(=C(C1)NC(=O)C1=CN=C2N1C=CC(=C2)COC(C)C)C N-(5-(3-((1R,2S)-2-fluorocyclopropyl)-1,2,4-oxadiazol-5-yl)-2-methylphenyl)-7-(isopropoxymethyl)imidazo[1,2-a]pyridine-3-carboxamide